2-(3,4-difluorobenzyl)-6-(2-(2,2,2-trifluoroethoxy)pyrimidin-5-yl)pyridazin-3(2H)-one FC=1C=C(CN2N=C(C=CC2=O)C=2C=NC(=NC2)OCC(F)(F)F)C=CC1F